FC(C(OC(N(C(C(OC(C(OC(C(OC(C(OC(C(C(=O)O)(F)F)(F)F)(F)F)(F)F)(F)F)(F)F)(F)F)(F)F)(F)F)(F)F)F)=O)(C(F)(F)F)C(F)(F)F)(C1=C(C(=C(C(=C1F)F)F)F)F)F.FC=1C=C2C(CNC2=CC1S(=O)(=O)N)C(F)(F)F 5-fluoro-3-(trifluoromethyl)indoline-6-sulfonamide perfluorophenyl-2,2-dimethyl-4-oxo-3,8,11,14,17-pentaoxa-5-azaicosan-20-oate